N-(3-methoxybenzyl)-2-(morpholinomethyl)-N-(4-(pyrrolidin-1-yl)benzyl)pyridin-4-amine COC=1C=C(CN(C2=CC(=NC=C2)CN2CCOCC2)CC2=CC=C(C=C2)N2CCCC2)C=CC1